ClC1=C(C=C(C=C1)F)C1N(C(CC=2C1=C(SC2)NC(C2=CC(=CC(=C2)C(F)(F)F)F)=O)O)CC2=CC=C(C=C2)OC N-(4-(2-chloro-5-fluorophenyl)-5-(4-methoxybenzyl)-6-oxyl-4,5,6,7-tetrahydrothiopheno[3,4-c]pyridin-3-yl)-3-fluoro-5-(trifluoromethyl)benzamide